C(CCCC(=O)OCC1CCC(CC1)COC=C)(=O)OCC1CCC(CC1)COC=C bis(4-(vinyloxymethyl) cyclohexylmethyl) glutarate